tert-butyl 2-(4-isobutyl-2-(2-isopropylphenyl)-3-oxopiperazin-1-yl)-7-azaspiro[3.5]Nonane-7-carboxylate C(C(C)C)N1C(C(N(CC1)C1CC2(C1)CCN(CC2)C(=O)OC(C)(C)C)C2=C(C=CC=C2)C(C)C)=O